OC[C@H](/C=C/C1=CC=C(C=C1)C1=CC=C(C=C1)C1CC(C1)NC[C@@H]1CNC(O1)=O)N1C(=NC=C1)[C@H](C)O (R)-5-(((3-(4'-((S,E)-4-hydroxy-3-(2-((S)-1-hydroxyethyl)-1H-imidazol-1-yl)but-1-en-1-yl)-[1,1'-biphenyl]-4-yl)cyclobutyl)amino)methyl)oxazolidin-2-one